methyl 2-[(3S)-1-(2-ethyl-6-{1-methyl-5-[(oxan-2-yloxy)methyl]-4,5-dihydro-1H-1,2,3-triazol-4-yl}pyridin-3-yl)pyrrolidin-3-yl]-2-methylpropanoate C(C)C1=NC(=CC=C1N1C[C@@H](CC1)C(C(=O)OC)(C)C)C1N=NN(C1COC1OCCCC1)C